4,8,12-trimethyltridec-3,7,11-trienamide CC(=CCC(=O)N)CCC=C(CCC=C(C)C)C